CC1=CC2=CC=C(C=C2C=C1)C(=O)[O-] 2-methyl-6-naphthoate